FC(CC(C(=O)NC1=NC=CC(=C1)C1=C(C2=NC(=C(C=C2N1)C)F)C1=NC=CC=C1)C1=CC=C(C=C1)F)F 4,4-difluoro-N-{4-[5-fluoro-6-methyl-3-(pyridin-2-yl)-1H-pyrrolo[3,2-b]pyridin-2-yl]pyridin-2-yl}-2-(4-fluorophenyl)butanamide